Br[C@@H](C(=O)OC)C methyl (R)-2-bromopropanoate